OCC12OCC(CC1)(CC2)C#N (hydroxymethyl)-2-oxabicyclo[2.2.2]octane-4-carbonitrile